tert-Butyl N-[3-methyl-5-[[2-oxo-2-[(1R,4R,5S)-4-phenyl-3-azabicyclo[3.2.1]octan-3-yl]acetyl] amino]-2-pyridyl]carbamate CC=1C(=NC=C(C1)NC(C(N1C[C@@H]2CC[C@H]([C@@H]1C1=CC=CC=C1)C2)=O)=O)NC(OC(C)(C)C)=O